OCC1(CC1)S(=O)(=O)C=1C=C(OC[C@H](CN[C@H]2COC3(C2)CCN(CC3)S(=O)(=O)C3=CC2=CC=CC=C2C=C3)O)C=CC1 (S)-1-(3-(1-(hydroxymethyl)cyclopropylsulfonyl)phenoxy)-3-((R)-8-(naphthalen-2-ylsulfonyl)-1-oxa-8-azaspiro[4.5]decan-3-ylamino)propan-2-ol